nickel zinc phosphorus dioxide [P](=O)=O.[Zn].[Ni]